4-(((2R,3S,4R,5R)-5-(6-chloro-4-(cyclopentylamino)-1H-pyrazolo[3,4-d]pyrimidin-1-yl)-3,4-dihydroxytetrahydrofuran-2-yl)methoxy)-5-methoxy-4-phosphonopentanoic acid ClC1=NC(=C2C(=N1)N(N=C2)[C@H]2[C@@H]([C@@H]([C@H](O2)COC(CCC(=O)O)(COC)P(=O)(O)O)O)O)NC2CCCC2